OCCCOC=1C=C(C=CC1OC)C=1C=C(C=NC1)C1CB(OC1)O 4-(5-(3-(3-Hydroxypropoxy)-4-methoxyphenyl)pyridin-3-yl)-1,2-oxaborolan-2-ol